(3-(piperazin-1-yl)propyl)carbamic acid tert-butyl ester C(C)(C)(C)OC(NCCCN1CCNCC1)=O